benzhydrylidene(7,8-dihydro-5H-pyrano[4,3-c]pyridazin-3-yl)amine C(C1=CC=CC=C1)(C1=CC=CC=C1)=NC1=CC2=C(N=N1)CCOC2